propylene glycolAt C(CO)(=O)O.C=CC